Dinitroanilin [N+](=O)([O-])N(C1=CC=CC=C1)[N+](=O)[O-]